CC1=C(C=CC=C1C)C1=C(C=C2C(=N1)C(=NN2COCC[Si](C)(C)C)C=2C=NC(=CC2)F)OC 5-(2,3-dimethylphenyl)-3-(6-fluoropyridin-3-yl)-6-methoxy-1-((2-(trimethylsilyl)-ethoxy)methyl)-1H-pyrazolo[4,3-b]pyridine